BrC=1C(=NC(=CC1)C(=O)C=1N=NC(=C(C1)C)Br)C(=O)OC(C)(C)C tert-butyl 3-bromo-6-(6-bromo-5-methylpyridazine-3-carbonyl)picolinate